3-iodotrisilane I[SiH2][SiH2][SiH3]